4-((2-(azetidin-1-ylmethyl)benzyl)amino)-5-chloro-2-fluoro-N-(isoxazol-3-yl)-N-((2-(trimethylsilyl)ethoxy)methyl)benzenesulfonamide N1(CCC1)CC1=C(CNC2=CC(=C(C=C2Cl)S(=O)(=O)N(COCC[Si](C)(C)C)C2=NOC=C2)F)C=CC=C1